N-ethyl-N-(1-methylethyl)-2-propanamine C(C)N(C(C)C)C(C)C